8,8-dimethyl-4-((S)-2-(methylamino)propane-thioamido)-5-oxoocta-hydropyrrolo[2,1-b]-[1,3]thiazepine CC1(CC2SCCC(C(N2C1)=O)NC([C@H](C)NC)=S)C